CN1C2=C(SC3=CC=4N(C=5C=CC=CC5SC4C=C31)C)C=CC=C2 7,14-dimethyl-7,14-dihydrobenzo[5,6][1,4]thiazino[2,3-b]phenothiazine